CC=1N(C(=CN1)[N+](=O)[O-])CCS(=O)(=O)CC 2-methyl-1-[2-(ethylsulfonyl)ethyl]-5-nitro-1H-imidazole